C1(=CC=CC=C1)C=1NC(=C(N1)C1=C(C=CC=C1Cl)Cl)C 2-Phenyl-4-(2,6-dichlorophenyl)-5-methylimidazole